rac-N-{[2,5-dioxo-4-(pyridazin-3-yl)imidazolidin-4-yl]methyl}-4'-(trifluoromethyl)[biphenyl]-2-carboxamide O=C1NC([C@](N1)(C=1N=NC=CC1)CNC(=O)C=1C(=CC=CC1)C1=CC=C(C=C1)C(F)(F)F)=O |r|